ClC=1C(=NC(=NC1)NC=1C(=CC(=C(C1)NC(C=C)=O)N(C)CCN(C)C)OC)NC1=C(C=CC=C1)NS(=O)(=O)C(C)C N-(5-((5-chloro-4-((2-((1-methylethyl)sulfonamido)phenyl)amino)pyrimidin-2-yl)amino)-2-((2-(dimethylamino)ethyl)(methyl)amino)-4-methoxyphenyl)acrylamide